FC1=CC=C(C(=N1)C)N([C@@H]1CC[C@H](CC1)N(C1=C(C(N(C=2C=CC(=NC12)C#N)C)=O)C#N)C)CC1COCC1 trans-8-((4-((6-fluoro-2-methylpyridin-3-yl)((tetrahydrofuran-3-yl)methyl)amino)cyclohexyl)(methyl)amino)-5-methyl-6-oxo-5,6-dihydro-1,5-naphthyridine-2,7-dicarbonitrile